ClC1=C(C#N)C(=CC=C1)N1N=CC(=C1)C1=CN(C(C=C1C=1C=NC(=CC1)N(C)C)=O)C 2-chloro-6-{4-[6-(dimethylamino)-1'-methyl-6'-oxo-1',6'-dihydro-[3,4'-bipyridin]-3'-yl]-1H-pyrazol-1-yl}benzonitrile